4-cyclobutyl-6-methyl-N2-[7-(3-pyrrolidin-1-ylpropoxy)-2,3-dihydrobenzofuran-5-yl]pyrimidine-2,4-diamine C1(CCC1)C1(NC(=NC(=C1)C)NC=1C=C(C2=C(CCO2)C1)OCCCN1CCCC1)N